ClC=1C(=NC=CC1)C(=O)NC1(C[C@@H]2[C@@H](CN(C2)C2=NC=C(N=C2)C=2C=3N(C=C(C2)OCC)N=CC3C#N)C1)C 3-chloro-N-((3aR,5s,6aS)-2-(5-(3-cyano-6-ethoxypyrazolo[1,5-a]pyridin-4-yl)pyrazin-2-yl)-5-methyl-octahydrocyclopenta[c]pyrrol-5-yl)picolinamide